Tert-butyl (3S,4R)-3-fluoro-4-(2-hydroxy-2-methylpropoxy)piperidine-1-carboxylate F[C@H]1CN(CC[C@H]1OCC(C)(C)O)C(=O)OC(C)(C)C